1-(2-bromoethyl)-2,3-difluorobenzene BrCCC1=C(C(=CC=C1)F)F